7-methyl-1-(2-methylthiophene-3-yl)-3,4-dihydroisoquinoline CC1=CC=C2CCN=C(C2=C1)C1=C(SC=C1)C